C1(CC1)[C@H](C(C)(C)O)N1CC2=CC=CC(=C2C1=O)NC(C1=C(C(=NC=C1)OC)OC)=O (R)-N-(2-(1-cyclopropyl-2-hydroxy-2-methylpropyl)-3-oxoisoindolin-4-yl)-2,3-dimethoxyisonicotinamide